[Al+3].C(C)(C)(C)C1=CC=C(C(=O)[O-])C=C1.C(C)(C)(C)C1=CC=C(C(=O)[O-])C=C1.C(C)(C)(C)C1=CC=C(C(=O)[O-])C=C1 4-tertbutylbenzoic acid aluminum salt